butyl-3,5-dimethyl-4-pyrone C(CCC)C=1OC=C(C(C1C)=O)C